(m-tolylaminocarbonyl)-phenylglycine C1(=CC(=CC=C1)NC(=O)NC(C1=CC=CC=C1)C(=O)O)C